tert-butyl 4-(2-fluorophenyl)-3-oxo-butanoate FC1=C(C=CC=C1)CC(CC(=O)OC(C)(C)C)=O